1-((((R)-1-(2-chlorophenyl)-2-oxocyclohexyl)(methyl)carbamoyl)oxy)ethyl acetyl-L-alloisoleucinate C(C)(=O)N[C@@H]([C@H](C)CC)C(=O)OC(C)OC(N(C)[C@@]1(C(CCCC1)=O)C1=C(C=CC=C1)Cl)=O